2,3-dihydropyrazinedione N=1C(C(N=CC1)=O)=O